tert-butyl (1-(4-ethoxy-5-((2-methyl-2H-indazol-5-yl)carbamoyl)pyrimidin-2-yl)azetidin-3-yl)(methyl)carbamate C(C)OC1=NC(=NC=C1C(NC1=CC2=CN(N=C2C=C1)C)=O)N1CC(C1)N(C(OC(C)(C)C)=O)C